F[C@@H]1[C@@]2(CC[C@](C[C@H]1OC1=CC=C(N=N1)C1=C(C=C(C=C1)N1N=C(N=N1)C)O)(N2C)C)C 2-(6-(((1S,2R,3R,5R)-2-fluoro-1,5,8-trimethyl-8-azabicyclo[3.2.1]octan-3-yl)oxy)pyridazin-3-yl)-5-(5-methyl-2H-tetrazol-2-yl)phenol